hydroxypropyl-vinyl-diethylene glycol OCCCC(COCCO)(C=C)O